2-((1R,2R)-2-(((E)-benzylidene)amino)-2-(5-fluoro-2-methoxyphenyl)cyclopropyl)acetamide C(/C1=CC=CC=C1)=N\[C@]1([C@H](C1)CC(=O)N)C1=C(C=CC(=C1)F)OC